CC(=C(C(=O)[O-])C#N)C dimethyl-alpha-cyanoacrylate